ClC=1C(=C(CN2CCC(CC2)(C(=O)O)CC2=NC(=C(C(=C2C)C)C)NC2=NNC(=C2)C)C=CC1)F 1-(3-chloro-2-fluorobenzyl)-4-((3,4,5-trimethyl-6-((5-methyl-1H-pyrazol-3-yl)amino)pyridin-2-yl)methyl)piperidine-4-carboxylic acid